(4-((4-phenoxyphenyl)amino)-5-(tetrahydrofuran-2-yl)pyrimidin-2-yl)methanol O(C1=CC=CC=C1)C1=CC=C(C=C1)NC1=NC(=NC=C1C1OCCC1)CO